C(C)C1CC2CCC2C1 3-ethyl-bicyclo[3.2.0]heptane